Cl.C1(CC=C(C=C1)C)(C)C(=N)N p-xyleneamidine hydrochloride